(4-(4-aminopyrimidin-2-yl)-3-fluoro-5-methoxyphenyl)methanol NC1=NC(=NC=C1)C1=C(C=C(C=C1OC)CO)F